CC1=C(C=CC=C1)[C@H]1[C@@H](OC(O1)C)CO ((4S,5S)-5-(2-methylphenyl)-2-methyl-1,3-dioxolan-4-yl)methanol